2,2-dimethyl-stilbene CC1(C(C=CC=C1)C=CC1=CC=CC=C1)C